The molecule is an isoleucine derivative that is isoleucine in which one of the hydrogens attached to the alpha-nitrogen is substituted by a methyl group. It is an isoleucine derivative and a N-methyl-amino acid. CCC(C)C(C(=O)O)NC